((S)-1-(4-Sulfamoylphenyl)ethyl)4-((R)-3-(3-(trifluoromethyl)phenoxy)pyrrolidin-1-yl)tetrahydro-2H-pyran-4-carboxamide, hydrochloride Cl.S(N)(=O)(=O)C1=CC=C(C=C1)[C@H](C)C1OCCC(C1)(C(=O)N)N1C[C@@H](CC1)OC1=CC(=CC=C1)C(F)(F)F